N1(C=NC=C1)C1=CC=C(C=C1)C=1OC(=C(N1)CN1CCN(CC1)C1=CC=C(C=C1)OC(F)(F)F)C 2-(4-(1H-imidazol-1-yl)phenyl)-5-methyl-4-((4-(4-(trifluoromethoxy)phenyl)piperazin-1-yl)methyl)oxazole